C(C#C)C1CN(CCN1)C=1C(=NC=CN1)NC1=CC=C(C=C1)C(F)(F)F 3-(3-(prop-2-yn-1-yl)piperazin-1-yl)-N-(4-(trifluoromethyl)phenyl)pyrazin-2-amine